Methyl 3-(3-(3-(2-(methylsulfonamido)thiazol-4-yl)phenoxy)azetidin-1-yl)-2-(1H-pyrrol-1-yl)benzoate CS(=O)(=O)NC=1SC=C(N1)C=1C=C(OC2CN(C2)C=2C(=C(C(=O)OC)C=CC2)N2C=CC=C2)C=CC1